CC1=CC=C(S1)C1=NNC=C1 3-(5-methyl-2-thienyl)-1H-pyrazol